5-nitro-1,2-dihydropyridin-2-one [N+](=O)([O-])C=1C=CC(NC1)=O